7-[rac-(3aR,6aS)-hexahydropyrrolo[3,4-c]pyrrol-2(1H)-yl]-2-(4-phenoxyphenyl)-4,5,6,7-tetrahydro-2H-pyrazolo[4,3-b]pyridine-3-carboxamide C1N(C[C@@H]2[C@H]1CNC2)C2C=1C(NCC2)=C(N(N1)C1=CC=C(C=C1)OC1=CC=CC=C1)C(=O)N |r|